N1=C(N=C(N=C1[O-])[O-])[O-] 1,3,5-triazine-2,4,6-triolate